(S)-1-(3-(5-amino-3-((3,5-dimethoxyphenyl)ethynyl)imidazo[1,5-c]pyrimidin-1-yl)pyrrolidin-1-yl)prop-2-en-1-one NC1=NC=CC=2N1C(=NC2[C@@H]2CN(CC2)C(C=C)=O)C#CC2=CC(=CC(=C2)OC)OC